(1S,2R,5R)-3-(2-(2-amino-3,3-dimethyl-3H-indol-6-yl)ethyl)-5-(4-amino-7H-pyrrolo[2,3-d]pyrimidin-7-yl)cyclopent-3-ene-1,2-diol NC1=NC2=CC(=CC=C2C1(C)C)CCC=1[C@H]([C@H]([C@@H](C1)N1C=CC2=C1N=CN=C2N)O)O